3-(4-butylcyclohexyl)propionic acid C(CCC)C1CCC(CC1)CCC(=O)O